{6-[(4-cyano-2-fluorobenzyl)oxy]-5-fluoropyridin-2-yl}-6-azaspiro[2.5]octane-1-carboxylic acid C(#N)C1=CC(=C(COC2=C(C=CC(=N2)C2(CC23CCNCC3)C(=O)O)F)C=C1)F